(4R)-1-({5-[5-(difluoromethyl)-1,3,4-oxadiazol-2-yl]-1,3-thiazol-2-yl}methyl)-4-methyl-1,2,3,4-tetrahydro-1,7-naphthyridin-2-one FC(C1=NN=C(O1)C1=CN=C(S1)CN1C(C[C@H](C2=CC=NC=C12)C)=O)F